(-)-2-aminobutyric acid hydrochloride Cl.NC(C(=O)O)CC